C1(=CC=CC=2OC3=C(C21)C=CC=C3)C3=CC=C(C=C3)NC3=CC=C(C2=CC=CC=C32)C3=C(C=C(C=C3)C3=C(C(=C(C(=C3F)F)N(C3=CC=CC=C3)C3=CC2=CC=CC=C2C=C3)F)F)O 4-[4-(4-dibenzofuranylphenylamino)-1-naphthyl]-2',3',5',6'-tetrafluoro-4'-(2-naphthylphenylamino)[1,1'-biphenyl]-3-ol